C1(=CC=CC=C1)C(=CC1=CC=C(C=C1)C1=CC=C(C=C1)C=C(C1=CC=CC=C1)C1=CC=CC=C1)C1=CC=CC=C1 4,4'-bis(2,2-diphenylvinyl)-1,1'-biphenyl